C1(CC1)C1=NC(=CC(=C1)C1=CC(=C2C(=N1)N=C(N2)NC(=O)C2=CC=C(C=N2)CCCC(=O)O)N(C)CC2(CCCCC2)COC)C(F)(F)F 4-[6-({5-[2-Cyclopropyl-6-(trifluoromethyl)pyridin-4-yl]-7-({[1-(methoxymethyl)cyclohexyl]methyl}(methyl)amino)-1H-imidazo[4,5-b]pyridin-2-yl}carbamoyl)pyridin-3-yl]butanoic acid